C([C@H](O)C)(=O)[O-].[Zn+2].C([C@H](O)C)(=O)[O-] zinc D-(-)-lactate